O(S(=O)(=O)C(F)(F)F)C1=C(C=C(C=C1)OC1=CC=CC=C1)C(C)OS(=O)(=O)C 2-(1-((methylsulfonyl) oxy) ethyl)-4-phenoxyphenyl triflate